CC1=NN2C(N=C(C=C2)C2=NC(=NC=C2)S(=O)C)=C1 2-methyl-5-(2-methylsulfinylpyrimidin-4-yl)pyrazolo[1,5-a]pyrimidine